tert-butyl (2S,5R)-4-(1-(4-chlorophenyl)-2-methylpropyl)-2,5-dimethylpiperazine-1-carboxylate ClC1=CC=C(C=C1)C(C(C)C)N1C[C@@H](N(C[C@H]1C)C(=O)OC(C)(C)C)C